[6-[[4-(trifluoromethyl)isothiazol-5-yl]methyl]-2,6-diazaspiro[3.3]heptan-2-yl]-[6-[3-(trifluoromethyl)-1,2,4-triazol-1-yl]-2-azaspiro[3.3]heptan-2-yl]methanone FC(C=1C=NSC1CN1CC2(CN(C2)C(=O)N2CC3(C2)CC(C3)N3N=C(N=C3)C(F)(F)F)C1)(F)F